Cl.ClC=1C(=NC=C(C1)C#CC1CC1)\C(\CNC(=O)C=1C(=NN(C1)C)C(F)F)=N/OOC(C)C (Z)-N-[2-[3-chloro-5-(cyclopropylethynyl)pyridin-2-yl]-2-(isopropoxy-oximino)ethyl]-3-(difluoromethyl)-1-methyl-1H-pyrazole-4-carboxamide hydrochloride